C(C1=CC=CC=C1)OC1=C(SC=C1)C(=O)NC1=CN=NC=C1 3-benzyloxy-N-(pyridazin-4-yl)thiophene-2-carboxamide